(R)-3-(3,5-difluoro-4-(2-thia-6-azaspiro[3.3]hept-6-yl)phenyl)-5-(hydroxymethyl)oxazolidin-2-one FC=1C=C(C=C(C1N1CC2(CSC2)C1)F)N1C(O[C@H](C1)CO)=O